N-(5-chloro-3,6-difluoropyridin-2-yl)-1H-benzo[g]indole-3-sulfonamide ClC=1C=C(C(=NC1F)NS(=O)(=O)C1=CNC2=C3C(=CC=C12)C=CC=C3)F